N-[(1,1-Dimethylethoxy)carbonyl]-1-methyl-D-tryptophan CC(C)(OC(=O)N[C@H](CC1=CN(C2=CC=CC=C12)C)C(=O)O)C